hydrazino-1-(methyl-d3)-1H-pyrazole N(N)C1=NN(C=C1)C([2H])([2H])[2H]